CC1=C(C(=CC=C1)C)N1C(C=CC1=O)=O N-(2,6-dimethylphenyl)maleimide